FC(C(=O)O)(F)F.C(#N)C1=CC(=NC=C1)N1CCC(CC1)C(=O)O 1-(4-cyano-2-pyridinyl)piperidine-4-carboxylic acid trifluoroacetate salt